4-(3-methyl-2-((4-(methylsulfonyl)piperazin-1-yl)methyl)-5-(3-(m-tolyl)-1H-pyrazol-1-yl)-3H-imidazo[4,5-b]pyridin-7-yl)morpholine CN1C(=NC=2C1=NC(=CC2N2CCOCC2)N2N=C(C=C2)C=2C=C(C=CC2)C)CN2CCN(CC2)S(=O)(=O)C